1-methyl-4-oxo-2-(trifluoromethyl)-1,4-dihydroquinoline-7-carboxamide CN1C(=CC(C2=CC=C(C=C12)C(=O)N)=O)C(F)(F)F